C[Zr](C1(C=CC=C1)CCCC)(C1(C=CC=C1)CCCC)C.[Zr] zirconium dimethyl-bis(n-butylcyclopentadienyl)zirconium